2-[2-(diethylamino)ethyl]-N-[(1S)-1-[3-(3-pyridinyl)phenyl]ethyl]-4-(trifluoromethyl)-5-thiazolecarboxamide C(C)N(CCC=1SC(=C(N1)C(F)(F)F)C(=O)N[C@@H](C)C1=CC(=CC=C1)C=1C=NC=CC1)CC